FC=1C(=C(C(=C(C1)F)C)NC(\C=C\C1=CC=C2CC(NC2=C1)=O)=O)C (E)-N-(3,5-difluoro-2,6-dimethylphenyl)-3-(2-oxoindolin-6-yl)acrylamide